[4-amino-2-(3-methylpyrazol-1-yl)phenyl]-(4-methyl-2-phenylpiperazin-1-yl)methanone NC1=CC(=C(C=C1)C(=O)N1C(CN(CC1)C)C1=CC=CC=C1)N1N=C(C=C1)C